BrC1=CC=C(C=C1)C(C#N)=CC=1SC(=CC1)C=C(C1=CC=CC=C1)C#N 2-(4-Bromophenyl)-3-{5-[2-cyano-2-phenylethenyl]thiophen-2-yl}acrylonitrile